N-((1H-benzo[d]imidazol-6-yl)methyl)-N-(3-methoxybenzyl)-3-((4-methylpiperazin-1-yl)methyl)aniline N1C=NC2=C1C=C(C=C2)CN(C2=CC(=CC=C2)CN2CCN(CC2)C)CC2=CC(=CC=C2)OC